C1C=CC=CC=C1 [7]annulene